C(#N)C1CCN(CC1)C=1OC2=C(C=C(C=C2C(C1)=O)C)C(C)NC1=C(C(=O)O)C=CC=C1 [1-[2-(4-cyano-1-piperidinyl)-6-methyl-4-oxo-chromen-8-yl]ethylamino]benzoic acid